bis(4-nitrophenyl)-phenyl-phosphite [N+](=O)([O-])C1=CC=C(C=C1)C=1C(=C(C=CC1)P([O-])([O-])[O-])C1=CC=C(C=C1)[N+](=O)[O-]